N-(5-(3-chlorocinnolin-6-yl)thiazol-2-yl)-2-methoxy-2-(1-methyl-1H-pyrazol-4-yl)acetamide ClC=1N=NC2=CC=C(C=C2C1)C1=CN=C(S1)NC(C(C=1C=NN(C1)C)OC)=O